C(C)N1C=NC2=C1N=NC=C2C2=CC(=C(C=C2)F)C=2C(=NC=C(C2)COC)OC 7-ethyl-4-(4-fluoro-3-(2-methoxy-5-(methoxymethyl)pyridin-3-yl)phenyl)-7H-imidazo[4,5-c]Pyridazine